P(=O)(OCC(OC(C=C)=O)(OC(C=C)=O)OC(C=C)=O)([O-])[O-] Tris-acryloyloxyethyl phosphate